disodium Glycerophosphate C(CO)C(CCO)OP(=O)([O-])[O-].C(C(COP(=O)([O-])[O-])O)O.[Na+].[Na+].[Na+].[Na+]